1-dodecyl-glycerol C(CCCCCCCCCCC)OCC(O)CO